(S)-4-Benzyl 1-tert-butyl 2-(aminomethyl)piperazine-1,4-dicarboxylate NC[C@@H]1N(CCN(C1)C(=O)OCC1=CC=CC=C1)C(=O)OC(C)(C)C